(2S)-2-[(3R)-1-tert-Butoxycarbonylpyrrolidin-3-yl]-3-[3-(3-phenylisoxazol-5-yl)phenyl]propanoic acid C(C)(C)(C)OC(=O)N1C[C@H](CC1)[C@@H](C(=O)O)CC1=CC(=CC=C1)C1=CC(=NO1)C1=CC=CC=C1